COC(=O)[C@@H]1C(=C([C@H]1C1=CC=C(C=C1)Cl)C1=CC=CC=C1)C1SCCCS1 Trans-4-(4-chlorophenyl)-2-(1,3-dithian-2-yl)-3-phenylcyclobut-2-ene-1-carboxylic acid methyl ester